C(#N)C1=NC=C(C=N1)OC1=CC=C(C=C1)C(C)(C)C1=CC=C(OC2CC(C2)NC(OC(C)(C)C)=O)C=C1 tert-butyl ((1r,3r)-3-(4-(2-(4-((2-cyanopyrimidine-5-yl)oxy)phenyl)propan-2-yl)phenoxy)cyclobutyl)carbamate